methyl (S)-2-amino-3-(4-(6'-fluoro-2'-oxospiro[cyclopropane-1,3'-indoline]-1'-yl)phenyl)propionate N[C@H](C(=O)OC)CC1=CC=C(C=C1)N1C(C2(C3=CC=C(C=C13)F)CC2)=O